tert-butyl 7-(2-((5-cyanopyridin-2-yl)(4-isopropylbenzyl)amino)ethyl)-6,8-dioxa-2-azaspiro[3.5]nonane-2-carboxylate C(#N)C=1C=CC(=NC1)N(CCC1OCC2(CN(C2)C(=O)OC(C)(C)C)CO1)CC1=CC=C(C=C1)C(C)C